ClC1=NC=C(C(=O)NC([2H])([2H])[2H])C(=C1)NC1=C2N(C(C=3N(C2=CC(=C1)F)N=C(N3)C)C)C 6-chloro-4-((8-fluoro-2,4,5-trimethyl-4,5-dihydro-[1,2,4]triazolo[1,5-a]quinoxalin-6-yl)amino)-N-(methyl-d3)nicotinamide